NC1=C2C(=NC(=C1)Cl)C(N(C2C2=C(C=CC=C2)C)CC2=C(C=C(C=C2)OC)OC)=O 4-amino-2-chloro-6-(2,4-dimethoxybenzyl)-5-(o-tolyl)-5,6-dihydro-7H-pyrrolo[3,4-b]pyridin-7-one